(3-(1-(trifluoromethyl)cyclobutyl)-1H-1,2,4-triazol-5-yl)methanamine hydrochloride salt Cl.FC(C1(CCC1)C1=NNC(=N1)CN)(F)F